4-FLUORO-3,5-BIS(TRIMETHYLSILYL)PHENYLBORONIC ACID FC1=C(C=C(C=C1[Si](C)(C)C)B(O)O)[Si](C)(C)C